[(1S,3R)-3-(tert-butoxycarbonylamino)cyclohexyl](2S)-3,3,3-trifluoro-2-methoxy-2-phenyl-propanoate C(C)(C)(C)OC(=O)N[C@H]1C[C@H](CCC1)OC([C@](C(F)(F)F)(C1=CC=CC=C1)OC)=O